(S)-2-(cyanomethyl)-4-{7-benzyl-2-[((2S,4R)-4-fluoro-1-methylpyrrolidin-2-yl)methoxy]-5,6,7,8-tetrahydropyrido[3,4-d]pyrimidin-4-yl}piperazine-1-carboxylic acid tert-butyl ester C(C)(C)(C)OC(=O)N1[C@H](CN(CC1)C=1C2=C(N=C(N1)OC[C@H]1N(C[C@@H](C1)F)C)CN(CC2)CC2=CC=CC=C2)CC#N